N-[6-(aminomethyl)-3-(2-chloro-5-fluorophenyl)-7-methoxy-1-oxo-2,3-dihydro-1H-isoindol-4-yl]-5-fluoro-3-(trifluoromethyl)benzamide NCC1=CC(=C2C(NC(C2=C1OC)=O)C1=C(C=CC(=C1)F)Cl)NC(C1=CC(=CC(=C1)F)C(F)(F)F)=O